NC1=C(C=C(C=N1)NC(C(=O)N1[C@@H](CC[C@H](C1)C)C1=CC=C(C=C1)N)=O)C N-(6-amino-5-methyl-3-pyridyl)-2-[(2S,5R)-2-(4-aminophenyl)-5-methyl-1-piperidyl]-2-oxo-acetamide